CN1C=NC=C1C1=CC=C(C(=O)NC=2C=CC=C3C(=CC=NC23)C=2C=NN(C2)CC(F)(F)F)C=C1 4-(1-methyl-1H-imidazol-5-yl)-N-(4-(1-(2,2,2-trifluoroethyl)-1H-pyrazol-4-yl)quinolin-8-yl)benzamide